C(C)OC1=CC=C(C=N1)N1N=NC(=C1)CO [1-(6-ethoxy-Pyridin-3-yl)-1H-[1,2,3]Triazol-4-yl]-methanol